CC1=C(OC(C(=O)OC(C)(C)C)(C)C)C(=CC(=C1)\C=C\C(=O)C=1OC2=C(C1)C(=CC=C2)SC)C tert-butyl (E)-2-(2,6-dimethyl-4-(3-(4-(methylthio)benzofuran-2-yl)-3-oxoprop-1-en-1-yl)phenoxy)-2-methylpropanoate